(2S)-2-(1-chlorocyclopropyl)-4-[(1S)-2,2-dichlorocyclopropyl]-1-(1H-1,2,4-triazol-1-yl)butan-2-ol ClC1(CC1)[C@@](CN1N=CN=C1)(CC[C@@H]1C(C1)(Cl)Cl)O